5-(N-(2-(4-(5-Bromothiophene-2-carbonyl)piperazin-1-yl)phenyl)-N-phenethylsulfamoyl)-3-methylbenzofuran-2-Carboxylic acid BrC1=CC=C(S1)C(=O)N1CCN(CC1)C1=C(C=CC=C1)N(S(=O)(=O)C=1C=CC2=C(C(=C(O2)C(=O)O)C)C1)CCC1=CC=CC=C1